ruthenium tris(2-phenylpyridine) C1(=CC=CC=C1)C1=NC=CC=C1.C1(=CC=CC=C1)C1=NC=CC=C1.C1(=CC=CC=C1)C1=NC=CC=C1.[Ru]